FC=1C=C2C3=C(NC2=CC1OC)C=NC(=C3)C3(CC3)C(=O)N (6-fluoro-7-methoxy-9H-pyrido[3,4-b]indol-3-yl)cyclopropanecarboxamide